O=CCC#N 3-oxo-propionitrile